norvalinic acid N[C@@H](CCC)C(=O)O